4-(2-cyanoprop-2-yl)-N-(2-fluoro-4-methyl-5-(2-((1-methyl-1H-pyrazol-4-yl)amino)-8,9-dihydroimidazo[1',2':1,6]pyrido[2,3-d]pyrimidin-6-yl)phenyl)picolinamide C(#N)C(C)(C)C1=CC(=NC=C1)C(=O)NC1=C(C=C(C(=C1)C1=CC2=C(N=C(N=C2)NC=2C=NN(C2)C)N2C1=NCC2)C)F